[(2E)-3-(4-methoxyphenyl)prop-2-enoyl]-6-hydroxy-1,3-dimethyl-2-methylidene-1,2,3,4-tetrahydropyrimidin-4-one COC1=CC=C(C=C1)/C=C/C(=O)C=1C(N(C(N(C1O)C)=C)C)=O